COC(=O)C1CC(NCC1)C(F)(F)F 2-(trifluoromethyl)piperidine-4-carboxylic acid methyl ester